N-(2-chloropyrimidin-4-yl)quinolin-3-amine ClC1=NC=CC(=N1)NC=1C=NC2=CC=CC=C2C1